FC1=C(C(=CC=C1)F)N1N=CC=2C1=NC=C(C2N(C)C)C(=O)N[C@H]2CCOC1=CC=CC=C21 1-(2,6-Difluorophenyl)-N-[(4S)-3,4-dihydro-2H-chromen-4-yl]-4-(dimethylamino)-1H-pyrazolo[3,4-b]pyridine-5-carboxamide